C(C1=CC=CC=C1)OC(=O)N1CCC2(C[C@H](CO2)N)CC1 (R)-benzyl-3-amino-1-oxa-8-azaspiro[4.5]decane-8-carboxylate